6-chloro-4,8-dimethylpyrido[3,2-d]pyrimidine ClC=1C=C(C=2N=CN=C(C2N1)C)C